4-(2'-acryloyl-2',3'-dihydro-1'H-spiro[cyclopropane-1,4'-isoquinolin]-5'-yl)-5-fluoro-2-methyl-1H-indole-7-carboxamide C(C=C)(=O)N1CC2=CC=CC(=C2C2(C1)CC2)C2=C1C=C(NC1=C(C=C2F)C(=O)N)C